2-[4-(1,3-dioxolan-2-yl)-3-nitro-phenyl]-2-methyl-propanenitrile O1C(OCC1)C1=C(C=C(C=C1)C(C#N)(C)C)[N+](=O)[O-]